CSC1=CC=C(C=C1)\C=C\C=C trans-1-(4-methylthiophenyl)-1,3-butadiene